1-(Piperidin-4-yl)-4-(pyridin-3-yl)-2,3-dihydro-1H-1,3-benzodiazol-2-one N1CCC(CC1)N1C(NC2=C1C=CC=C2C=2C=NC=CC2)=O